C1(=CC=CC=C1)N(C1=CC=C(C=C1)C=1C(=CC=2C3(C4=CC=CC=C4C2C1)CCCC3)N)C3=CC=CC=C3 3'-(4-(diphenylamino)phenyl)spiro[cyclopentane-1,9'-fluorene]-2'-amine